[Se](=O)([O-])[O-].[Na+].[Ca+2].NCCC(=O)O beta-alanine calcium-sodium selenite